(S)-(2-amino-1-cyclopropyl-2-oxoethyl)carbamic acid benzyl ester C(C1=CC=CC=C1)OC(N[C@H](C(=O)N)C1CC1)=O